2-(4-Methoxypyrimidin-2-yl)-6-(thiazol-2-yl)-pyridin-4-amine COC1=NC(=NC=C1)C1=NC(=CC(=C1)N)C=1SC=CN1